C(C)(C)(C)OC(=O)N1CC(C1)C1=NC=C(C=C1)Cl 3-(5-chloropyridin-2-yl)azetidine-1-carboxylic acid tert-butyl ester